2-carbonyl-1,3-propanediol C(=O)=C(CO)CO